COC1=CC=C(C=C1)C1(C2=CC=CC=C2NC=2C=CC=CC12)C1=CC=C(C=C1)OC 9,9-bis(4-methoxyphenyl)-9,10-dihydroacridine